FC(S(=O)(=O)O\C(=C/OC)\C1=CC(=C(C=C1)OCC1=CC=CC=C1)[N+](=O)[O-])(F)F (Z)-1-(4-(benzyloxy)-3-nitrophenyl)-2-methoxyvinyl trifluoromethane-sulfonate